NC(C(=O)N)CCC aminovaleramide